[N+](=O)([O-])C1=CN(C2=CC=CC=C12)C1(CC1)/C=C/C(=O)OC Methyl (E)-3-(1-(3-nitro-1H-indol-1-yl)cyclopropyl)acrylate